OC(C(=O)O)(CC)O 2,2-dihydroxybutyric acid